C1(=CC=C(C=C1)C(C(O)C1=CC=C(C=C1)NCC(C1=CC=CC=C1)C1=CC=CC=C1)=O)C1=CC=CC=C1 1-([1,1'-biphenyl]-4-yl)-2-(4-(diphenylethylamino)phenyl)-2-hydroxyethanone